ClC=1C=C(C=CC1Cl)/C=C/C(=O)O (E)-3-(3,4-dichlorophenyl)acrylic acid